FC1=NN(C2=CC=CC=C12)C fluoro-1-methyl-1H-indazol